C12COCC(N1C(=O)C1=C(C(=CC(=C1)Br)[N+](=O)[O-])N[C@H]1CN(CCC1)C(=O)C=1C=NC=C(C1)NC)C2 ((3R)-3-((2-(3-oxa-6-azabicyclo[3.1.1]heptane-6-carbonyl)-4-bromo-6-nitrophenyl)amino)piperidine-1-yl)(5-(methylamino)pyridin-3-yl)methanone